3-((4-isopropyl-1-methylcyclohex-2-en-1-yl)thio)-N-methylpropanamide C(C)(C)C1C=CC(CC1)(C)SCCC(=O)NC